8-((3R,4R)-4-(4-(tert-Butoxy)phenoxy)-3-methylpiperidin-1-yl)-5-methyl-6-oxo-5,6-dihydro-1,5-naphthyridin-2-carbonitril C(C)(C)(C)OC1=CC=C(O[C@H]2[C@@H](CN(CC2)C2=CC(N(C=3C=CC(=NC23)C#N)C)=O)C)C=C1